ClC=1C=CC(=C(C1)C=1N=CN(C(C1)=O)[C@H]1CCCCCNC([C@H]2CCC(N2C=2C=CC=C1C2)=O)=O)N2N=NC(=C2)C(F)(F)F (6R,14S)-14-(4-{5-chloro-2-[4-(trifluoromethyl)-1H-1,2,3-triazol-1-yl]phenyl}-6-oxo-1,6-dihydropyrimidin-1-yl)-2,8-diazatricyclo[13.3.1.02,6]nonadeca-1(19),15,17-triene-3,7-dione